(4-(6-methoxy-2-methyl-4-oxo-quinazolin-3(4H)-yl)phenyl)thioacetamide COC=1C=C2C(N(C(=NC2=CC1)C)C1=CC=C(C=C1)CC(=S)N)=O